S1CCN(CC1)C(=O)C1=NOC(=N1)C1=C(C(=C(C(=C1)F)F)O)F Thiomorpholino(5-(2,4,5-trifluoro-3-hydroxyphenyl)-1,2,4-oxadiazol-3-yl)methanone